C1(CC1)C[C@@H](C(=O)N)N1N=C(C(=CC1=O)C)CCN1CC(C1)F (S)-3-cyclopropyl-2-(3-(2-(3-fluoroazetidin-1-yl)ethyl)-4-methyl-6-oxopyridazine-1(6H)-yl)propionamide